N-[(1S,2S)-2-Hydroxy-cyclohexyl]4-[4-(1-methyl-1H-pyrazol-4-yl)-benzyl]-pyrrolo[1,2-b]pyridazin-2-carboxamid O[C@@H]1[C@H](CCCC1)NC(=O)C=1C=C(C=2N(N1)C=CC2)CC2=CC=C(C=C2)C=2C=NN(C2)C